BrC1=CC=CC2=C1N=C(S2)C(=O)Cl 4-bromobenzo[d]thiazole-2-carbonyl chloride